1,4-bisglycidyloxybutane C(C1CO1)OCCCCOCC1CO1